7-((4,6-Dimethyl-5-(trifluoromethyl)pyridin-2-yl)oxy)-2-azaspiro[3.5]nonan CC1=CC(=NC(=C1C(F)(F)F)C)OC1CCC2(CNC2)CC1